C(C)(C)(C)OC(=O)N1CCN(CC1)C1=C(C=C(C(=C1)OC)NC1=NC=C(C(=N1)NC1=C(C=C(C=C1)O)N(S(=O)(=O)C)C)Br)CCCCCO 4-(4-((5-bromo-4-((4-hydroxy-2-(N-methylmethanesulfonamido)phenyl)amino)pyrimidin-2-yl)amino)-2-(5-Hydroxypentyl)-5-methoxyphenyl)piperazine-1-carboxylic acid tert-butyl ester